ClC=1C=C2C(=CN=C(C2=CN1)O[C@@H]1C[C@@H](C1)S(=O)(=O)C)\C=N\[S@@](=O)C(C)(C)C (S)-N-((E)-(6-chloro-1-(cis-3-(methylsulfonyl)cyclobutoxy)-2,7-naphthyridin-4-yl)methylene)-2-methylpropan-2-sulfinamide